tert-butyl 4-(4-chloro-2-methyl-6-(4,4,5,5-tetramethyl-1,3,2-dioxaborolan-2-yl)phenyl)-3,6-dihydropyridine-1(2H)-carboxylate ClC1=CC(=C(C(=C1)B1OC(C(O1)(C)C)(C)C)C=1CCN(CC1)C(=O)OC(C)(C)C)C